C(C)OC1=CC=C(OC2=NC(=NC(=C2)C(F)(F)F)SCC(=O)NC(NC2=CC=C(C=C2)CC)=O)C=C1 ((4-(4-ethoxyphenoxy)-6-(trifluoromethyl)pyrimidin-2-yl)thio)-N-((4-ethylphenyl)carbamoyl)acetamide